Cis-Palmitoleic acid C(CCCCCCC\C=C/CCCCCC)(=O)O